(5aS,6R,11bR)-10-(benzyloxy)-14-(cyclopropylmethyl)-5a-hydroxy-11-methoxy-3,4,5,5a,6,7-hexahydro-6,11b-(epiminoethano)naphtho[1,2-d]azepin-2(1H)-one C(C1=CC=CC=C1)OC1=CC=C2C[C@@H]3[C@]4([C@](CC(NCC4)=O)(C2=C1OC)CCN3CC3CC3)O